3-(5-(1-(1-ethylpiperidin-2-yl)ethoxy)-1-oxoisoindolin-2-yl)piperidine-2,6-dione C(C)N1C(CCCC1)C(C)OC=1C=C2CN(C(C2=CC1)=O)C1C(NC(CC1)=O)=O